tert-butyl (3R*,4R*)-3-(hexylcarbamoyl)-4-hydroxypyrrolidine-1-carboxylate C(CCCCC)NC(=O)[C@@H]1CN(C[C@@H]1O)C(=O)OC(C)(C)C |o1:9,13|